NC1=C2C(=NC=N1)N(N=C2C2=CC=C(C=C2)OC2=CC=CC=C2)[C@@H]2[C@@H](CN(CC2)C(=O)OC(C)(C)C)F tert-butyl (3R,4S)-4-(4-amino-3-(4-phenoxyphenyl)-1H-pyrazolo[3,4-d]pyrimidin-1-yl)-3-fluoropiperidine-1-carboxylate